methyl 7-chloro-6-fluoro-4-[(4-methoxyphenyl)methyl]-2,3-dihydro-1,4-benzoxazine-5-carboxylate ClC=1C=C2C(N(CCO2)CC2=CC=C(C=C2)OC)=C(C1F)C(=O)OC